2-(1H-tetrazol-5-yl)aniline hydrochloride Cl.N1N=NN=C1C1=C(N)C=CC=C1